C(C1=CC=CC=C1)OC1CCC(CC1)CCNCCO 2-{2-[(1r,4R)-4-(benzyloxy)cyclohexyl]ethylamino}-1-ethanol